BrC1=C2C=C3C(CCC(C3=CC2=CC2=CC=3C(CCC(C3C=C12)(C)C)(C)C)(C)C)(C)C 6-bromo-1,1,4,4,8,8,11,11-octamethyl-1,2,3,4,8,9,10,11-octahydropentacene